NC1=NN(C=C1C=1C=2N(C=C(N1)C=1C=NN(C1)C)N=CC2)C2(CNC2)CC#N 2-(3-(3-amino-4-(6-(1-methyl-1H-pyrazol-4-yl)pyrazolo[1,5-a]pyrazin-4-yl)-1H-pyrazol-1-yl)azetidin-3-yl)acetonitrile